3,5,3'-trihydroxybibenzyl OC=1C=C(C=C(C1)O)CCC1=CC(=CC=C1)O